ClC=1C=CC(=C(CN2CC(C2)CNC(OC(C)(C)C)=O)C1)OCC tert-butyl ((1-(5-chloro-2-ethoxybenzyl)azetidin-3-yl)methyl)carbamate